1,3-dibromoazulene BrC1=CC(=C2C=CC=CC=C12)Br